sec-decanol C(C)(CCCCCCCC)O